(+/-)-N-(4-{[3-(6-cyanopyridin-3-yl)-1-{[2-(trimethylsilyl)ethoxy]methyl}-1H-pyrrolo[2,3-b]pyridin-4-yl]oxy}-3,5-difluorophenyl)-N'-[1-(oxetan-3-yl)ethyl]urea C(#N)C1=CC=C(C=N1)C1=CN(C2=NC=CC(=C21)OC2=C(C=C(C=C2F)NC(=O)N[C@H](C)C2COC2)F)COCC[Si](C)(C)C |r|